cyclopropyl-methoxy(pyridazin-3-yl)-2-((S)-3-(5-((dimethylamino)methyl)-6-oxo-1,6-dihydropyridin-3-yl)-4,4-difluoropiperidin-1-yl)propanamide C1(CC1)C(C(C(=O)N)(N1C[C@@H](C(CC1)(F)F)C1=CNC(C(=C1)CN(C)C)=O)C=1N=NC=CC1)OC